1-allyl-3(s),4-dinitropyrazole C(C=C)N1N=C(C(=C1)[N+](=O)[O-])[N+](=O)[O-]